5-(4-pyridyl)furan-2-carboxylic acid N1=CC=C(C=C1)C1=CC=C(O1)C(=O)O